COC(C1=C(C=C(C=C1)N1CC(C1)O)F)=O 2-Fluoro-4-(3-hydroxyazetidin-1-yl)benzoic acid methyl ester